Benzyl 4-chloro-7,8-dihydropyrido[4,3-d]pyrimidine-6(5H)-carboxylate ClC=1C2=C(N=CN1)CCN(C2)C(=O)OCC2=CC=CC=C2